Tert-butyl 5-((4-(prop-2-yn-1-yl)piperazin-1-yl)methyl)isoindoline-2-carboxylate C(C#C)N1CCN(CC1)CC=1C=C2CN(CC2=CC1)C(=O)OC(C)(C)C